CNC(O[C@@H]1CC[C@H](CC1)C(N(C1=NC=CC(=C1)C=1C=NN(C1)C(C)C)C[C@@H]1CC[C@H](CC1)C1=NC(=C(C=C1)OC)C#N)=O)=O trans-4-(((trans-4-(6-Cyano-5-methoxypyridin-2-yl)cyclohexyl)methyl) (4-(1-isopropyl-1H-pyrazol-4-yl)pyridin-2-yl)carbamoyl)cyclohexyl methylcarbamate